N2,N4-bis(3,3-difluorocyclopentyl)-6-(6-(1,1-difluoroethyl)pyrazin-2-yl)-1,3,5-triazine-2,4-diamine FC1(CC(CC1)NC1=NC(=NC(=N1)NC1CC(CC1)(F)F)C1=NC(=CN=C1)C(C)(F)F)F